C(C1CO1)N1C(C=2C(C1=O)=CC(=C(C2)Cl)Cl)=O N-glycidyl-4,5-dichlorophthalimide